C(C)(CC)OC1=CC=C(C=C1)C(=C(C(=O)OCC)C)C ethyl 3-(4-(sec-butoxy)phenyl)-2-methylbut-2-enoate